C(C1=CC=CC=C1)OCC(=O)[C@@]1(OC1)C(C=[N+]=[N-])=O (S)-2-(Benzyloxy)-1-(2-(2-diazoacetyl)oxiran-2-yl)ethan-1-one